FC(C(=O)O)(F)F.ClC1=C(C=C(C=C1F)C(CNC1CCC(CC1)(C)O)C1=CC=CC=C1)C=1C(=CC=C(C1F)OCCOC)C(=O)N 2'-Chloro-3',6-difluoro-5'-(2-(((1r,4r)-4-hydroxy-4-methylcyclohexyl)amino)-1-phenylethyl)-5-(2-methoxyethoxy)-[1,1'-biphenyl]-2-carboxamide trifluoroacetate